N-[4-(3-chlorophenoxy)-3-sulfamoylphenyl]-2-[3-(2-hydroxyethoxy)phenyl]acetamide ClC=1C=C(OC2=C(C=C(C=C2)NC(CC2=CC(=CC=C2)OCCO)=O)S(N)(=O)=O)C=CC1